CC1(OB(OC1(C)C)C=1C=C(C=CC1)C1=C2C=CC3=C(C2=NC=2C4=C(C=CC12)C=CC=C4)C=CC=C3)C 7-(3-(4,4,5,5-tetramethyl-1,3,2-dioxaborolan-2-yl)phenyl)dibenzo[c,h]Acridine